N1C=NC2=C1C=CC(=C2)C2=CC=C1C(=N2)C(N(C1)C)=O 2-(1H-benzimidazol-5-yl)-6-methyl-5H-pyrrolo[3,4-b]pyridin-7-one